N-((R)-cyclopropyl(2-fluoro-4-(trifluoromethyl)phenyl)methyl)-4,4-difluoro-1-(3-(methylsulfonyl)benzoyl)-D-prolinamide C1(CC1)[C@@H](NC([C@@H]1N(CC(C1)(F)F)C(C1=CC(=CC=C1)S(=O)(=O)C)=O)=O)C1=C(C=C(C=C1)C(F)(F)F)F